(4S,5R)-5-[3,5-bis(trifluoromethyl)phenyl]-4-(hydroxymethyl)-N-(1,6-naphthyridin-8-ylmethyl)-2-oxo-1,3-oxazolidine-3-carboxamide FC(C=1C=C(C=C(C1)C(F)(F)F)[C@@H]1[C@@H](N(C(O1)=O)C(=O)NCC=1C=NC=C2C=CC=NC12)CO)(F)F